C(=O)C1=C(C=CC=C1)NC1=C(C(=O)OC)C=C(C=C1)C(F)(F)F methyl 2-((2-formylphenyl)-amino)-5-(trifluoromethyl)-benzoate